1-(1-(2-fluoroacryloyl)azetidin-3-yl)-6-methyl-3-(4-(trifluoromethyl)phenyl)-1,6-dihydro-7H-pyrazolo[3,4-c]pyridin-7-one FC(C(=O)N1CC(C1)N1N=C(C2=C1C(N(C=C2)C)=O)C2=CC=C(C=C2)C(F)(F)F)=C